trans-N1-(2-((1-(2-fluorophenyl)pyrrolidin-3-yl)(methyl)amino)-cyclohexyl)-N4,N4-dimethylbenzene-1,4-disulfonamide FC1=C(C=CC=C1)N1CC(CC1)N([C@H]1[C@@H](CCCC1)NS(=O)(=O)C1=CC=C(C=C1)S(=O)(=O)N(C)C)C